(R)-(1-((5-methoxy-6-nitropyridin-2-yl)methoxy)propan-2-yl)carbamic acid tert-butyl ester C(C)(C)(C)OC(N[C@@H](COCC1=NC(=C(C=C1)OC)[N+](=O)[O-])C)=O